ClC1=CC=C2C(=C(N(C2=C1F)C=1C=NNC1)C1CC1)SC=1C(=C(C(=O)O)C=CC1)F 3-((6-chloro-2-cyclopropyl-7-fluoro-1-(1H-pyrazol-4-yl)-1H-indol-3-yl)thio)-2-fluorobenzoic acid